C[Bi]1S[Bi](S[Bi](S1)C)C 2,4,6-trimethyl-1,3,5,2,4,6-trithiatribismane